(1r,3r)-3-(6-bromo-2-fluoropyridin-3-yl)-3-hydroxycyclobutylamine trifluoroacetate FC(C(=O)O)(F)F.BrC1=CC=C(C(=N1)F)C1(CC(C1)N)O